CN(C1=CC=C(CN(C(OCCN2CCN(CC2)CCOC(N(CC2=CC=C(C=C2)OC)CC2=CC=C(C=C2)N(C)C)=O)=O)CC2=CC=C(C=C2)OC)C=C1)C piperazine-1,4-diylbis(ethane-2,1-diyl) bis(4-(dimethylamino)benzyl (4-methoxybenzyl)carbamate)